C([O-])([O-])=O.[Ni+3].C([O-])([O-])=O.C([O-])([O-])=O.[Ni+3] nickelic carbonate